(2,6-dichloropyridin-4-yl)methyl (S)-2-((tert-butoxycarbonyl)amino)-4-(2-((tert-butoxycarbonyl)amino)pyridin-4-yl)butanoate C(C)(C)(C)OC(=O)N[C@H](C(=O)OCC1=CC(=NC(=C1)Cl)Cl)CCC1=CC(=NC=C1)NC(=O)OC(C)(C)C